4-(((6-(isoindolin-2-ylmethyl)-4-oxo-4H-pyran-3-yl)oxy)methyl)-N-(2-methoxyethyl)-N-methylbenzenesulfonamide C1N(CC2=CC=CC=C12)CC1=CC(C(=CO1)OCC1=CC=C(C=C1)S(=O)(=O)N(C)CCOC)=O